O1CC(C1)N1N=CC(=C1)C1=CC2=C(O[C@@H](CN2)[C@@H](C2=CC=CC=C2)NCCC2=CC=C(C#N)C=C2)N=C1 4-(2-(((R)-((S)-7-(1-(oxetan-3-yl)-1H-pyrazol-4-yl)-2,3-dihydro-1H-pyrido[2,3-b][1,4]oxazin-3-yl)(phenyl)methyl)amino)ethyl)benzonitrile